OC(C(CCCCC(C(=O)O)N)N)CCN 8-hydroxy-2,7,10-triaminodecanoic acid